3-hydroxybenzo[b]thiophene-2-carboxylic acid methyl ester COC(=O)C1=C(C2=C(S1)C=CC=C2)O